C(#N)C1=C(C=C(C=C1)N1C(N(C(C1=O)(C)C)C1=CC(=C(C(=O)NC)C=C1)F)=S)C(F)(F)F 4-(3-(4-cyano-3-(trifluoromethyl)phenyl)-5,5-dimethyl-4-oxo-2-thioxoimidazol-1-yl)-2-fluoro-N-methylbenzamide